FC=1C(=NC(=NC1)NC1=CC=C(C=C1)S(=O)(=O)NCCOC)N1CC(OC[C@@H]1C)(C)C 4-({5-fluoro-4-[(5S)-2,2,5-trimethylmorpholin-4-yl]pyrimidin-2-yl}amino)-N-(2-methoxyethyl)benzenesulfonamide